Tert-Butyl N-(cyclopropylmethyl)-N-[4-[4-[[3-(difluoromethyl)-1-(3-fluoro-4-formyl-phenyl) pyrazol-4-yl]carbamoyl]oxazol-2-yl]-2-pyridyl]carbamate C1(CC1)CN(C(OC(C)(C)C)=O)C1=NC=CC(=C1)C=1OC=C(N1)C(NC=1C(=NN(C1)C1=CC(=C(C=C1)C=O)F)C(F)F)=O